1-(3-nitrophenyl)ethan-1-ol [N+](=O)([O-])C=1C=C(C=CC1)C(C)O